FC=1C(=C(C=CC1F)C=1C(SC(C1)(C(F)(F)F)C)C(=O)OCC)OC ethyl 3-(3,4-difluoro-2-methoxyphenyl)-5-methyl-5-(trifluoromethyl)-2,5-dihydrothiophene-2-carboxylate